2-(((S)-1-((2S,4R)-4-hydroxy-2-(((S)-1-(4-(4-methylthiazol-5-yl)phenyl)ethyl)carbamoyl)pyrrolidin-1-yl)-3,3-dimethyl-1-oxobutan-2-yl)carbamoyl)-7-azaspiro[3.5]nonane-7-carboxylate O[C@@H]1C[C@H](N(C1)C([C@H](C(C)(C)C)NC(=O)C1CC2(C1)CCN(CC2)C(=O)[O-])=O)C(N[C@@H](C)C2=CC=C(C=C2)C2=C(N=CS2)C)=O